6'-(1-methyl-1H-indazol-5-yl)-2'-oxo-1',4'-dihydro-2'H-spiro[pyrrolidine-3,3'-quinoline]-1-carbonitrile CN1N=CC2=CC(=CC=C12)C=1C=C2CC3(C(NC2=CC1)=O)CN(CC3)C#N